OC[C@H](C1=CC=CC=C1)NC1=CC(=NC=C1C1=NC=NO1)NC1=CC2=C(B(OC2(C)C)O)C=C1 (S)-5-((4-((2-hydroxy-1-phenylethyl)amino)-5-(1,2,4-oxadiazol-5-yl)pyridin-2-yl)amino)-3,3-dimethylbenzo[c][1,2]oxaborol-1(3H)-ol